CC([C@@H](C(N[C@H](C(NC1=CC=C(C=C1)COC(NCCSSC1=NC=CC=C1)=O)=O)CCCNC(=O)N)=O)NC(OCC1C2=CC=CC=C2C=2C=CC=CC12)=O)C (9H-fluoren-9-yl)methyl ((S)-3-methyl-1-oxo-1-(((S)-1-oxo-1-((4-((((2-(pyridin-2-yldisulfanyl)ethyl)carbamoyl)oxy)methyl)phenyl)amino)-5-ureidopentan-2-yl)amino)butan-2-yl)carbamate